C(C)(C)N1C(N(C(C(=C1)C(=O)NC1=CC=C(C=C1)B1OC(C(O1)(C)C)(C)C)=O)C1=CC=CC=C1)=O 1-isopropyl-2,4-dioxo-3-phenyl-N-(4-(4,4,5,5-tetramethyl-1,3,2-dioxaborolan-2-yl)phenyl)-1,2,3,4-tetrahydropyrimidine-5-carboxamide